OCC[C@H]1N2CC(C[C@@]2(CC1)C(=O)OC)=C methyl (5S,7aS)-5-(2-hydroxyethyl)-2-methylidene-tetrahydro-1H-pyrrolizine-7a-carboxylate